(R)-1-methyl-N-(4-methyl-3-(((R)-1-(naphthalen-1-yl)ethyl)carbamoyl)phenyl)pyrrolidine-2-carboxamide CN1[C@H](CCC1)C(=O)NC1=CC(=C(C=C1)C)C(N[C@H](C)C1=CC=CC2=CC=CC=C12)=O